C1(CC1)B(O)O cyclopropylboronic acid